C(CCCC=C)SC1CCCCO1 6-(hex-5-en-1-ylthio)tetrahydro-2H-pyran